FC(OC=1C=C(C=CC1)N1C(C2(C3=CC(=CC=C13)C(=O)NC1(CCS(CC1)(=O)=O)C)CC2)=O)F 1'-[3-(difluoromethoxy)phenyl]-N-(4-methyl-1,1-dioxo-thian-4-yl)-2'-oxo-spiro[cyclopropane-1,3'-indoline]-5'-carboxamide